(4aS,5aR)-5,5-difluoro-5a-methyl-N-(4-(piperidin-4-yl)phenyl)-1,4,4a,5,5a,6-hexahydrocyclopropa[f]indazole-3-carboxamide FC1([C@H]2CC=3C(=NNC3C[C@]21C)C(=O)NC2=CC=C(C=C2)C2CCNCC2)F